ClC=1C=CC=C2C(C=C(OC12)C1=C(OCC(=O)O)C=C(C(=C1)OC)OC)=O 2-[2-(8-chloro-4-oxo-chromen-2-yl)-4,5-dimethoxy-phenoxy]acetic acid